2,2'-azobis(2-amidino-propane) dihydrochloride Cl.Cl.N(=NC(C)(C)C(N)=N)C(C)(C)C(N)=N